(2,6-Dioxopiperidin-3-yl)-5-((6-(4-(quinoxalin-2-yl)-3,5-bis(trifluoromethyl)-1H-pyrazol-1-yl)hexyl)amino)isoindoline-1,3-dione O=C1NC(CCC1N1C(C2=CC=C(C=C2C1=O)NCCCCCCN1N=C(C(=C1C(F)(F)F)C1=NC2=CC=CC=C2N=C1)C(F)(F)F)=O)=O